C(C)(C)(C)OC(N[C@H]1CO[C@@H](C2CC12)C=1OC(=NN1)C1(CCC1)OC(F)(F)F)=O ((2s,5r)-2-(5-(3-cis-(trifluoromethoxy)cyclobutyl)-1,3,4-oxadiazol-2-yl)-3-oxabicyclo[4.1.0]Hept-5-yl)carbamic acid tert-butyl ester